CC1=C(C(=CC=C1)C)NC1=NN(C2=NC(=NC=C21)NC2=CC=CC=C2)CCN2CCOCC2 N3-(2,6-dimethyl-phenyl)-1-(2-morpholin-4-yl-ethyl)-N6-phenyl-1H-pyrazolo[3,4-d]pyrimidine-3,6-diamine